2-(4-chloro-3-hydroxy-phenyl)-N-[[2-(2,6-dioxo-3-piperidyl)-1-oxo-isoindolin-5-yl]methyl]-2,2-difluoro-acetamide ClC1=C(C=C(C=C1)C(C(=O)NCC=1C=C2CN(C(C2=CC1)=O)C1C(NC(CC1)=O)=O)(F)F)O